(6aR)-8-acryloyl-4-chloro-3-(2-fluoro-6-hydroxyphenyl)-1-((2S,4R)-4-hydroxy-2-methylpyrrolidin-1-yl)-6,6a,7,8,9,10-hexahydro-12H-pyrazino[2,1-c]pyrido[3,4-f][1,4]oxazepin-12-one C(C=C)(=O)N1C[C@@H]2COC3=C(C(N2CC1)=O)C(=NC(=C3Cl)C3=C(C=CC=C3O)F)N3[C@H](C[C@H](C3)O)C